C(#N)C=1C(=NC(=CC1C)C)N1[C@@H](C[C@@H](C1)O)C(=O)N(C1=CC=CC=C1)C (2s,4s)-1-(3-cyano-4,6-dimethylpyridin-2-yl)-4-hydroxy-N-methyl-N-phenylpyrrolidine-2-carboxamide